4-chloro-N-(3-methyl-5-(phenylethynyl)pyridin-2-yl)-1-(tetrahydro-2H-pyran-4-yl)-1H-pyrazole-5-carboxamide ClC=1C=NN(C1C(=O)NC1=NC=C(C=C1C)C#CC1=CC=CC=C1)C1CCOCC1